(2-fluorobenzyl)((3-methoxy-4-(5-(trifluoromethyl)-1,2,4-oxadiazol-3-yl)phenyl)imino)(methyl)-λ6-sulfanone FC1=C(CS(=O)(C)=NC2=CC(=C(C=C2)C2=NOC(=N2)C(F)(F)F)OC)C=CC=C1